NC1=C(C(=NN1C(C)C)C1=CC=C(C=C1)C(C)C(NC1=CC(=NO1)C(C(F)(F)F)(C)C)=O)C(=O)N 5-Amino-1-isopropyl-3-[4-(1-[[3-(1,1,1-trifluoro-2-methylpropan-2-yl)-1,2-oxazol-5-yl]carbamoyl]ethyl)phenyl]pyrazole-4-carboxamide